Cl.ClC1=C(C=CC(=C1)C(F)(F)F)NC(CN1C(=C(C(C=2C1=NC=C(N2)CN2CCOCC2)=O)N2CCNCC2)CC)=O N-(2-chloro-4-(trifluoromethyl)phenyl)-2-(6-ethyl-2-(morpholinomethyl)-8-oxo-7-(piperazin-1-yl)pyrido[2,3-b]pyrazin-5(8H)-yl)acetamide hydrochloride